(±)-1-(2,6-Dichlorobenzyl)-N-(2-oxo-8-((4-(pyridin-4-yl)piperazin-1-yl)methyl)-2,3,4,5-tetrahydro-1H-benzo[b]azepin-3-yl)-1H-1,2,4-triazole-3-carboxamide ClC1=C(CN2N=C(N=C2)C(=O)N[C@@H]2CCC3=C(NC2=O)C=C(C=C3)CN3CCN(CC3)C3=CC=NC=C3)C(=CC=C1)Cl |r|